Pyridazine-5-carboxylic acid N1=NC=CC(=C1)C(=O)O